benzoic acid pentyl ester C(CCCC)OC(C1=CC=CC=C1)=O